Iron oxide Iron [Fe+2].[O-2].[Fe+2].[O-2]